FC1=C(C=CC(=C1)F)[C@H]1N(CC[C@H](C1)NC)C(=O)N1CC2(CCCC2)[C@@H](CC1)CN1CN=C(C=C1)C1=C(C=CC=C1)F 3-(((R)-7-((2S,4R)-2-(2,4-Difluorophenyl)-4-(methylamino)piperidine-1-carbonyl)-7-azaspiro[4.5]decan-10-yl)methyl)-6-(2-fluorophenyl)pyrimidin